4-([1,1'-biphenyl]-4-yl)piperazin C1(=CC=C(C=C1)N1CCNCC1)C1=CC=CC=C1